C(CCC)NCCCC.P(=O)(OCCCCCCCCCCC(C)C)(O)O 11-methyl-1-dodecyl phosphate dibutylamine salt